ClC1=C(C(=O)NC=2OC=NN2)C=CC(=C1SC)C1CC1 2-chloro-4-cyclopropyl-3-(methylsulfanyl)-N-(1,3,4-oxadiazol-2-yl)benzamide